N-(4-methoxyphenyl)-1-(naphthalen-1-yl)ethan-1-imine COC1=CC=C(C=C1)N=C(C)C1=CC=CC2=CC=CC=C12